(4-((5-methoxy-1H-benzo[d]imidazol-1-yl)methyl)phenyl)boronic acid COC1=CC2=C(N(C=N2)CC2=CC=C(C=C2)B(O)O)C=C1